N1C(CC1)CN(CC(C)(O)C)C1(CC1)C1=CC(=C(C=C1)F)C(F)(F)F 1-((azetidin-2-ylmethyl)(1-(4-fluoro-3-(trifluoromethyl)phenyl)cyclopropyl)amino)-2-methylpropan-2-ol